ClC1=CC=C(C=C1)NC(=O)C=1C2=C(SC1NC(=O)C1C(CCCC1)C(=O)N)CCC2 N2-[3-[(4-chlorophenyl)carbamoyl]-5,6-dihydro-4H-cyclopenta[b]thiophen-2-yl]cyclohexane-1,2-dicarboxamide